COC1=CC=2N(C=C1)C(=CN2)C[C@@H](C)N(C)C |r| (R/S)-1-(7-methoxyimidazo[1,2-a]pyridin-3-yl)-N,N-dimethyl-propan-2-amine